1-phenyl-2-(phenylsulfonyl)-2-(phenylthio)ethan-1-one C1(=CC=CC=C1)C(C(SC1=CC=CC=C1)S(=O)(=O)C1=CC=CC=C1)=O